6,6,9-Trimethyl-3-(2-phenylpropan-2-yl)-6a,7,10,10a-tetrahydro-6H-dibenzo[b,d]pyran-1-ol CC1(C2C(C3=C(O1)C=C(C=C3O)C(C)(C)C3=CC=CC=C3)CC(=CC2)C)C